(2S,3S,4S,5S)-3,4,5,6-tetrabenzyloxytetrahydropyran-2-carbaldehyde C(C1=CC=CC=C1)O[C@@H]1[C@H](OC([C@H]([C@H]1OCC1=CC=CC=C1)OCC1=CC=CC=C1)OCC1=CC=CC=C1)C=O